tert-butyl 4-((1-(3-(2,6-bis(benzyloxy)pyridin-3-yl)-1-methyl-1H-indazol-6-yl)piperidin-4-yl)methyl)piperidine-1-carboxylate C(C1=CC=CC=C1)OC1=NC(=CC=C1C1=NN(C2=CC(=CC=C12)N1CCC(CC1)CC1CCN(CC1)C(=O)OC(C)(C)C)C)OCC1=CC=CC=C1